5,5-dimethyl-4,5,6,7-tetrahydropyrazolo[1,5-a]pyridin CC1(CC=2N(CC1)N=CC2)C